1-(5-Amino-pyridazin-3-yl)-6-chloro-7-(2-(((3-chloro-6-methoxy-pyridin-2-yl)oxy)methyl)-3,3-dimethyl-pyrrolidin-1-yl)-4-oxo-1,4-dihydro-quinoline-3-carboxylic acid NC=1C=C(N=NC1)N1C=C(C(C2=CC(=C(C=C12)N1C(C(CC1)(C)C)COC1=NC(=CC=C1Cl)OC)Cl)=O)C(=O)O